N-((5-chloro-6-((3-methylisoxazol-5-yl)methoxy)-1H-indol-2-yl)methyl)propionamide ClC=1C=C2C=C(NC2=CC1OCC1=CC(=NO1)C)CNC(CC)=O